(E)-4-oxo-4-phenylbut-2-en-2-yl ((benzyloxy)carbonyl)-L-serinate C(C1=CC=CC=C1)OC(=O)N[C@@H](CO)C(=O)O\C(\C)=C\C(C1=CC=CC=C1)=O